(1S,2S)-N-(6-(5-chloro-7-cyclopentyl-6-fluoro-1H-indazol-4-yl)imidazo[1,2-a]pyridin-2-yl)-2-fluorocyclopropane-1-carboxamide ClC=1C(=C2C=NNC2=C(C1F)C1CCCC1)C=1C=CC=2N(C1)C=C(N2)NC(=O)[C@H]2[C@H](C2)F